C(#C)C1=C2C(=CC(=CC2=CC=C1)O)C1=CC=C2C(=NC(=NC2=C1F)OC[C@]12CCCN2C[C@@H](C1)F)N1C[C@H]2CC[C@@H](C1)C2F 5-ethynyl-4-(8-fluoro-4-((1R,5S,8R)-8-fluoro-3-azabicyclo[3.2.1]octan-3-yl)-2-(((2R,7aS)-2-fluorotetrahydro-1H-pyrrolizin-7a(5H)-yl)methoxy)quinazolin-7-yl)naphthalen-2-ol